N-[4-chloro-2-fluoro-3-[1-(1H-imidazol-2-yl)imidazo[1,5-a]pyrazin-6-yl]phenyl]-5-fluoro-2-methoxypyridine-3-sulfonamide ClC1=C(C(=C(C=C1)NS(=O)(=O)C=1C(=NC=C(C1)F)OC)F)C=1N=CC=2N(C1)C=NC2C=2NC=CN2